COC=1C=C(C=CC1OCC#C)/C=C/C(=O)NC1=C(C=CC=C1)C=1N=CN(C1)C (E)-3-(3-methoxy-4-(prop-2-yn-1-yloxy)phenyl)-N-(2-(1-methyl-1H-imidazol-4-yl)phenyl)acrylamide